bis-secondary butylaminodiphenylmethane C(C)(CC)NC(C1=CC=CC=C1)(C1=CC=CC=C1)NC(C)CC